C[C@@H]1N(C[C@H]2N(C1)C(OC2)=O)C(=O)OC(C)(C)C Tert-butyl (6S,8aR)-6-methyl-3-oxotetrahydro-3H-oxazolo[3,4-a]pyrazine-7(1H)-carboxylate